Cl.NC([C@@H](C(=O)OC)NC(C1=CC=C(C=C1)C#CC1=CC=C(C=C1)CNC1CC1)=O)(C)C Methyl (S)-3-amino-2-(4-((4-((cyclopropylamino)methyl)phenyl)ethynyl)benzamido)-3-methylbutanoate hydrochloride